FC(SC=1N=C2N(N1)CCC2C2=CC=CC=C2)F 2-(difluoromethylthio)-7-phenyl-6,7-dihydro-5H-pyrrolo[1,2-b][1,2,4]triazole